5-Iodo-7-((trans)-2-(1-methylpiperidin-4-yl)-1,3-dioxan-5-yl)-7H-pyrrolo[2,3-d]pyrimidin-4-amine IC1=CN(C=2N=CN=C(C21)N)[C@H]2CO[C@@H](OC2)C2CCN(CC2)C